C(C)OC(=O)C=1NC2=CC(=CC(=C2C1)NC1=CC(=C(C(=C1)OC)OC)OC)C 4-((3,4,5-trimethoxyphenyl)amino)-6-methyl-1H-indole-2-carboxylic acid ethyl ester